FC1=C(C=CC2=C1NC(=N2)C2=CC(=CN2)C(=O)C2=C(C=CC=C2)C(F)(F)F)N2C[C@@H](O[C@@H](C2)C)CO (5-(7-fluoro-6-((2R,6R)-2-(hydroxymethyl)-6-methylmorpholino)-1H-benzo[d]imidazol-2-yl)-1H-pyrrol-3-yl)(2-(trifluoromethyl)phenyl)methanone